CN(C)C(=S)S The molecule is a member of the class of dithiocarbamic acids that is dimethylcarbamic acid in which both of the oxygens are replaced by sulfur. It is a conjugate acid of a dimethyldithiocarbamate.